ClC1=CC(=C(C=C1)C1=C2C(=C(N=N1)NCC(C)(C)OC([2H])([2H])[2H])C=NC=C2)OC 1-(4-chloro-2-methoxyphenyl)-N-(2-(methoxy-d3)-2-methylpropyl)pyrido[3,4-d]pyridazin-4-amine